BrC=1C2=CN(N=C2C=C(C1)NC(CC1=C(C=CC=C1)Cl)=O)CC1=CC=C(C=C1)F N-(4-bromo-2-(4-fluorobenzyl)-2H-indazol-6-yl)-2-(2-chlorophenyl)acetamide